N[C@H](C)C=1C=C(C=C2C(C(=C(OC12)C=1C=NN(C1)C)C)=O)C 8-[(1R)-1-Aminoethyl]-3,6-dimethyl-2-(1-methyl-pyrazol-4-yl)chromen-4-one